2-butylhexanol C(CCC)C(CO)CCCC